1,3-dimethoxy-1,3-dimethyl-1,3-disilacyclobutane CO[Si]1(C[Si](C1)(C)OC)C